1,2-cycloHeptanediol C1(C(CCCCC1)O)O